COC1=CC=C(C=C1)C(C)NCC1=CC(=NC=C1)N1CCCCC1 1-(4-methoxyphenyl)-N-[[2-(1-piperidinyl)-4-pyridinyl]methyl]ethanamine